2-(((R)-1-(3-cyano-2-((R)-3,3-difluoro-2-methylpyrrolidin-1-yl)-7-methyl-4-oxo-4H-pyrido[1,2-a]pyrimidin-9-yl)ethyl)amino)benzoic acid C(#N)C1=C(N=C2N(C1=O)C=C(C=C2[C@@H](C)NC2=C(C(=O)O)C=CC=C2)C)N2[C@@H](C(CC2)(F)F)C